triphenylsulfonium 4-methylbenzene-sulfonate CC1=CC=C(C=C1)S(=O)(=O)[O-].C1(=CC=CC=C1)[S+](C1=CC=CC=C1)C1=CC=CC=C1